OCC1OC(=CCC1)C=1N=NC(=NN1)C1=CCCCO1 3-(Hydroxymethyl-3,4-dihydro-2H-pyran-6-yl)-6-(3,4-dihydro-2H-pyran-6-yl)-1,2,4,5-tetrazine